CC(C(=O)N1CCN(CC1)C1=NC=CN=C1NC=1C=NC(=CC1)C(F)(F)F)=C 2-methyl-1-(4-(3-((6-(trifluoromethyl)pyridin-3-yl)amino)pyrazin-2-yl)piperazin-1-yl)prop-2-en-1-one